BrC1=CC(=C(C(=N1)C[C@@H](C1=C(C=CC=C1)C1=NOC2=C1C=CC(=C2)C)N[S@@](=O)C(C)(C)C)F)[Si](C)(C)C (S)-N-{(S)-2-[6-bromo-3-fluoro-4-(trimethylsilyl)pyridine-2-yl]-1-[2-(6-methylbenzo[d]isoxazol-3-yl)phenyl]ethyl}-2-methylpropane-2-sulfinamide